(S)-2-((3-hydroxypyridin-4-yl)amino)-5,5-dimethyl-4,5-dihydrothiazole-4-carboxylic acid hydrochloride Cl.OC=1C=NC=CC1NC=1SC([C@@H](N1)C(=O)O)(C)C